1-(2,2-dimethoxyethyl)-4-oxo-1,4-dihydropyridine-2,5-dicarboxylic acid diethyl ester C(C)OC(=O)C=1N(C=C(C(C1)=O)C(=O)OCC)CC(OC)OC